C(CCCCCCCCCCCCC)N=C=S Tetradecyl isothiocyanate